1-bromo-8-chloro-3-(5-(difluoromethyl)-1,3,4-thiadiazol-2-yl)-N-(3-(difluoromethyl)oxacyclobutan-3-yl)imidazo[1,5-a]pyridin-6-sulfonamide BrC=1N=C(N2C1C(=CC(=C2)S(=O)(=O)NC2(COC2)C(F)F)Cl)C=2SC(=NN2)C(F)F